ClC1=C(C(=CC=C1)C)NC(=O)C1=CN=C(S1)NC1=NC(=NC(=C1)N1CCN(CC1)CC=1C(=C2C(N(C(C2=CC1)=O)C1C(NC(CC1)=O)=O)=O)F)C N-(2-chloro-6-methylphenyl)-2-((6-(4-((2-(2,6-dioxopiperidin-3-yl)-4-fluoro-1,3-dioxoisoindolin-5-yl)methyl)piperazin-1-yl)-2-methylpyrimidin-4-yl)amino)thiazole-5-carboxamide